2-((2-((3-cyano-4,5,6,7-tetrahydro-4,7-methanobenzo[b]thiophen-2-yl)amino)-2-oxoethyl)thio)-2-methylpropanoic acid C(#N)C=1C2=C(SC1NC(CSC(C(=O)O)(C)C)=O)C1CCC2C1